N-(3-fluoro-4-(((4-methoxybenzyl)oxy)methyl)phenyl)-3-(4,4,5,5-tetramethyl-1,3,2-dioxaborolan-2-yl)benzamide FC=1C=C(C=CC1COCC1=CC=C(C=C1)OC)NC(C1=CC(=CC=C1)B1OC(C(O1)(C)C)(C)C)=O